C(C1=CC=CC=C1)OC(=O)NCCCCC1=CC=C(C=C1)C1=CC=C(C=C1)C(=O)OC methyl 4'-(4-(((benzyloxy)carbonyl)amino)butyl)-[1,1'-biphenyl]-4-carboxylate